Cl.C12COCC(CC(C1)C1=CNC3=C1N=NC(=C3)C3=C(C=C(C=C3)C=3C=NNC3)O)N2 2-[7-(3-oxa-9-azabicyclo[3.3.1]non-7-yl)-5H-pyrrolo[3,2-c]pyridazin-3-yl]-5-(1H-pyrazol-4-yl)phenol hydrochloride